N1C=CC2=CC=C(C=C12)B(O)O 6-indoleboronic acid